(S)-1-(3-chloro-4-(cyclopropylmethoxy)phenethyl)pyrrolidin-3-amine hydrochloride Cl.ClC=1C=C(CCN2C[C@H](CC2)N)C=CC1OCC1CC1